styrene-acrylonitrile n-butyl-acrylate C(CCC)OC(C=C)=O.C(=CC1=CC=CC=C1)C=CC#N